NC1=C(C(=C(C=N1)C=1C=C(C=CC1)CC#N)CC)C1=CC=C(C=C1)O 2-[3-[6-amino-4-ethyl-5-(4-hydroxyphenyl)-3-pyridyl]phenyl]acetonitrile